[[2-[4-[2-[[2-[bis(2-hydroxydodecyl)amino]ethyl](2-hydroxydodecyl)amino]ethyl]-1-piperazinyl]ethyl]imino]bis-2-dodecanol OC(CN(CCN(CCN1CCN(CC1)CCN(CCCCCCCCCCC(C)O)CCCCCCCCCCC(C)O)CC(CCCCCCCCCC)O)CC(CCCCCCCCCC)O)CCCCCCCCCC